N1=CC(=CC=C1)CCCNC1CCNCC1 N-(3-(pyridin-3-yl)propyl)piperidin-4-amine